N-(tert-butyl)-2-(3-(6-methoxy-7-methyl-4-((1-methyl-1H-pyrazol-4-yl)amino)quinazolin-2-yl)phenoxy)acetamide trifluoroacetic acid salt FC(C(=O)O)(F)F.C(C)(C)(C)NC(COC1=CC(=CC=C1)C1=NC2=CC(=C(C=C2C(=N1)NC=1C=NN(C1)C)OC)C)=O